(S)-3-cyclopropyl-N-((S)-2-(dimethylamino)-3-(2-oxo-2,3-dihydrobenzo[d]oxazol-6-yl)propyl)-3-phenylpropanamide C1(CC1)[C@H](CC(=O)NC[C@H](CC1=CC2=C(NC(O2)=O)C=C1)N(C)C)C1=CC=CC=C1